ClC1=C(C=CC=C1)C(CC=C)O (2-chlorophenyl)but-3-en-1-ol